2-(4-{6-[2-(6-Fluoro-4-methoxy-2-methyl-indol-1-yl)-ethylamino]-pyrimidin-4-yl}-phenyl)-thiazol FC1=CC(=C2C=C(N(C2=C1)CCNC1=CC(=NC=N1)C1=CC=C(C=C1)C=1SC=CN1)C)OC